1-(5-methoxy-1,2,3,4-tetrahydronaphthalen-2-yl)-N1-propylbutane-1,4-diamine COC1=C2CCC(CC2=CC=C1)C(CCCN)NCCC